C(C)(C)N1C2=NC(=NC(=C2N=C1)NCC=1C=NC=CC1)N[C@@H]([C@@H](C(C)(C)C)O)CC |&1:22| (3RS,4R)-4-{9-Isopropyl-6-[(pyridin-3-ylmethyl)-amino]-9H-purin-2-ylamino}-2,2-dimethyl-hexan-3-ol